ClC1=CC=C(N=N1)N1C[C@H](OCC1)CO [(S)-4-(6-Chloro-pyridazin-3-yl)-morpholin-2-yl]-methanol